2-[4-[8-[4-[4-[(3S)-3-aminopyrrolidine-1-carbonyl]piperazine-1-carbonyl]-3-chloroanilino]imidazo[1,2-a]pyrazin-3-yl]-3-(trifluoromethyl)pyrazol-1-yl]acetonitrile N[C@@H]1CN(CC1)C(=O)N1CCN(CC1)C(=O)C1=C(C=C(NC=2C=3N(C=CN2)C(=CN3)C=3C(=NN(C3)CC#N)C(F)(F)F)C=C1)Cl